ClC1=CC=C2C=C(NC2=C1Cl)CCCC(=O)OCC ethyl 4-(6,7-dichloro-1H-indol-2-yl)butanoate